3-(Trifluoroacetylamino)propyl-(2-cyanoethyl)-(N,N-diisopropyl)-phosphoramidite FC(C(=O)NCCCP([O-])([O-])(N(C(C)C)C(C)C)CCC#N)(F)F